({[2,6-bis(propan-2-yl)phenyl]carbamoyl}oxy)ethanoic acid ethyl ester C(C)OC(COC(NC1=C(C=CC=C1C(C)C)C(C)C)=O)=O